C(=O)(O)CN(CCN(CC(=O)O)CCN(CC(=O)O)CC(=O)O)CC(=O)O N,N-bis[2-[bis(carboxymethyl)amino]ethyl]glycine